BrC1=CC(N(C=C1)C(CN(C)C)C1=CC(=C(C=C1)F)F)=O 4-Bromo-1-(1-(3,4-difluorophenyl)-2-(dimethylamino)ethyl)pyridin-2(1H)-one